1-octyl-3-methylimidazole dicyanamide salt [N-](C#N)C#N.C(CCCCCCC)N1CN(C=C1)C